NC=1C=2N(C=CN1)C(=NC2C2=CC=C(C(=O)NC1=NC=CC=C1)C=C2)[C@H]2N(CCC2)C(C#CCCC)=O (S)-4-(8-Amino-3-(1-hex-2-ynoylpyrrolidin-2-yl)imidazo[1,5-a]pyrazin-1-yl)-N-(pyridin-2-yl)benzamide